2-[4-[6-[3-(5-fluoro-6-methyl-2-pyridyl)-1H-pyrazol-4-yl]-1,5-naphthyridin-3-yl]piperazin-1-yl]ethanol FC=1C=CC(=NC1C)C1=NNC=C1C=1N=C2C=C(C=NC2=CC1)N1CCN(CC1)CCO